2-((difluoromethoxy)methyl)-5-(2,4-difluorophenyl)-2-methyl-3,4-dihydro-2H-pyrano[2,3-b]Pyridine-7-carboxylic acid ethyl ester C(C)OC(=O)C1=CC(=C2C(=N1)OC(CC2)(C)COC(F)F)C2=C(C=C(C=C2)F)F